C1(=CC(=CC=C1)CC1C2(CCOC(N2)=O)CCCN1C(=O)OC(C)(C)C)C1=CC=CC=C1 tert-butyl 7-({[1,1'-biphenyl]-3-yl}methyl)-2-oxo-3-oxa-1,8-diazaspiro[5.5]undecane-8-carboxylate